C(C)(C)OC[C@@H]1CC[C@@]2(CCCN12)COC(C1=CC=CC=C1)(C1=CC=CC=C1)C1=CC=CC=C1 (3S,7aS)-3-(isopropoxymethyl)-7a-((trityloxy)methyl)hexahydro-1H-pyrrolizine